(((9H-fluoren-9-yl)methoxy)carbonyl)glycine 2-(((4-methoxy-3,5-dimethylpyridin-2-yl) methyl) thio)-1H-benzo[d]imidazol-5-yl ester COC1=C(C(=NC=C1C)CSC1=NC2=C(N1)C=CC(=C2)OC(CNC(=O)OCC2C1=CC=CC=C1C=1C=CC=CC21)=O)C